1-amino-4,5-dihydroxy-8-(methylamino)anthraquinone NC1=CC=C(C=2C(C3=C(C=CC(=C3C(C12)=O)NC)O)=O)O